2,2,2-trifluoro-1-(6-nitro-1H-indol-3-yl)ethanone FC(C(=O)C1=CNC2=CC(=CC=C12)[N+](=O)[O-])(F)F